2-(3-(3-fluorophenylamino)phenyl)-5-(2-methylpyridin-4-yl-amino)isoindolin-1-one FC=1C=C(C=CC1)NC=1C=C(C=CC1)N1C(C2=CC=C(C=C2C1)NC1=CC(=NC=C1)C)=O